FC(C1OCC(OC1)CO)F (5-(difluoromethyl)-1,4-dioxan-2-yl)methanol